1-(2-(1-methyl-1H-imidazo[1,2-b]pyrazole-7-carbonyl)-2-azaspiro[3.3]heptan-6-yl)-3-(3-((trifluoromethyl)thio)phenyl)urea CN1C=CN2N=CC(=C21)C(=O)N2CC1(C2)CC(C1)NC(=O)NC1=CC(=CC=C1)SC(F)(F)F